allyl isobutylacetate C(C(C)C)CC(=O)OCC=C